3-(3-methyl-1-pivaloyl-5-bromoindolin-3-yl)propionitrile CC1(CN(C2=CC=C(C=C12)Br)C(C(C)(C)C)=O)CCC#N